[Zn].C(C)(C)(C)C=1C(=C(C(=O)NC2=C(C=C(C=C2)[N+](=O)[O-])C(F)(F)F)C(=C(C1)Cl)C)O 3-Tert-Butyl-5-Chloro-2-Hydroxy-6-Methyl-N-(4-Nitro-2-Trifluoromethyl-Phenyl)-Benzamide zinc